5-(Ethylsulfonyl)-N-methyl-6-[3-methyl-6-(trifluoromethyl)-3H-imidazo[4,5-c]pyridin-2-yl]pyridin-2-carbothioamid C(C)S(=O)(=O)C=1C=CC(=NC1C1=NC2=C(C=NC(=C2)C(F)(F)F)N1C)C(NC)=S